CN1C(=NC=C1)CC1CNCCC1 3-((1-methyl-1H-imidazol-2-yl)methyl)piperidine